beta-L-rhamnopyranosyl-(1→4) 2-deoxy-acetamido-beta-D-glucopyranoside C(C)(=O)N[C@]1(O[C@@H]2[C@H](O)[C@H](O)[C@@H](O)[C@@H](O2)C)C[C@@H](O)[C@H](O)[C@H](O1)CO